1-ethyl-3-(thiazol-4-yl)-1H-pyrazole-5-carboxamide C(C)N1N=C(C=C1C(=O)N)C=1N=CSC1